COC(C(C(=O)O)=C)C1=NC(=NO1)CCCCCCCC 2-(methoxy(3-octyl-1,2,4-oxadiazol-5-yl)methyl)acrylic acid